6-bromo-2-(4-bromophenyl)-[1,2,4]triazolo[1,5-a]pyridine BrC=1C=CC=2N(C1)N=C(N2)C2=CC=C(C=C2)Br